N-(3-cyano-4-methyl-1H-indol-7-yl)-1-[2-[(3R,4S)-3,4-difluoropyrrolidin-1-yl]-2-oxo-ethyl]pyrazole-4-sulfonamide C(#N)C1=CNC2=C(C=CC(=C12)C)NS(=O)(=O)C=1C=NN(C1)CC(=O)N1C[C@H]([C@H](C1)F)F